C1(=CC=CC=C1)C(C)(C)C=1OC=CC1C1=CC=CC=C1 1,3-Diphenylisopropylfuran